2-(4-cyano-3-methoxyphenyl)-2H-tetrazole-5-carboxylic acid ethyl ester C(C)OC(=O)C=1N=NN(N1)C1=CC(=C(C=C1)C#N)OC